(3s,5r)-3,5-dimethyl-4-oxo-piperidine-1-carboxylic acid benzyl ester C(C1=CC=CC=C1)OC(=O)N1C[C@@H](C([C@@H](C1)C)=O)C